C(CCCCCCC)N1CCN(CCN(CCN(CCN(CC1)CCCCCCCC)CCCCCCCC)CCCCCCCC)CCCCCCCC 1,4,7,10,13-pentaoctyl-1,4,7,10,13-pentaazacyclopentadecane